3-((3-(2-aminoethyl)-1H-pyrazol-1-yl)methyl)cyclobutan-1-one NCCC1=NN(C=C1)CC1CC(C1)=O